4-(methoxy)benzoyl-hydrazine COC1=CC=C(C(=O)NN)C=C1